ClC=1C=CC2=C(C([C@](O2)(C(=O)NC23CC(C2)(C3)NC(COC3=CC(=C(C=C3)Cl)F)=O)C)=O)C1 (2S)-5-chloro-N-{3-[2-(4-chloro-3-fluorophenoxy)acetamido]bicyclo[1.1.1]pentan-1-yl}-2-methyl-3-oxo-2,3-dihydro-1-benzofuran-2-carboxamide